N-[(3,5-difluoropyridin-2-yl)methyl]-2-(4-Oxopiperidin-1-yl)-1,3-thiazole-5-carboxamide FC=1C(=NC=C(C1)F)CNC(=O)C1=CN=C(S1)N1CCC(CC1)=O